ClC=1C(=CC(=NC1)NC(=O)[C@H]1C[C@@H](CCC1)C=1C=NC=CC1)C1=C2N(N=C1)CC(C2)(C)C (1R,3R)-N-(5-chloro-4-(5,5-dimethyl-5,6-dihydro-4H-pyrrolo[1,2-b]pyrazol-3-yl)pyridin-2-yl)-3-(pyridine-3-yl)cyclohexane-1-carboxamide